C(C)(C)C1(CC=C(CC1)C)SCCC[Si](OC)(OC)OC (3-((1-isopropyl-4-methylcyclohex-3-en-1-yl)thio)propyl)trimethoxysilane